2,2-difluoro-N-[rac-(2R,S)-1-[1-(4-fluorophenyl)imidazolo[1,5-a]pyridin-6-yl]-5-oxo-2-phenylpyrrolidin-3-yl]propanamide FC(C(=O)N[C@@H]1[C@H](N(C(C1)=O)C=1C=CC=2N(C1)C=NC2C2=CC=C(C=C2)F)C2=CC=CC=C2)(C)F |r|